CC(C)CCC[C@@H](C)[C@H]1CC[C@H]2[C@@H]3CC=C4C[C@H](CC[C@]4(C)[C@H]3CC[C@]12C)OC(CCCBr)=O (3Beta)-cholest-5-en-3-yl-4-bromobutyrate